[Cl-].[Cl-].C(CC)C1(C=CC=C1)[Hf+2]C1(C=CC=C1)CCC Bis-(n-propylcyclopentadienyl)hafnium dichloride